3-bromooxetane BrC1COC1